8-((4-(difluoromethoxy)phenyl)sulfonyl)-3-(6-oxa-2-azaspiro[3.4]oct-2-yl)-1-oxa-8-azaspiro[4.5]decane FC(OC1=CC=C(C=C1)S(=O)(=O)N1CCC2(CC(CO2)N2CC3(C2)COCC3)CC1)F